OC1=CC=C(C=C1)C(C)(C1=CC=C(C=C1)O)C1=CC=C(C=C1)O tris(4'-hydroxyphenyl)ethane